COC([C@@H](N(C)C(=O)C1CN(C1)S(=O)(=O)C(CBr)Br)C(C)C)=O N-(1-((1,2-dibromoethyl)sulfonyl)azetidine-3-carbonyl)-N-methyl-L-valine methyl ester